CCCCCCC\C=C/CC=CCC=CCCCCC cis-8,11,14-eicosatriene